C1(CCC1)NC(C)C1=CC=C(C=C1)C1=NC2=C(N1)C=CC=C2C(=O)N 2-[4-(1-cyclobutylaminoethyl)phenyl]-1H-benzimidazole-4-carboxamide